C(C1=CC=CC=C1)N1CCN(CCCN(CC1)CC=1C(=C(C(=O)NC(CO)O)C=C(C1)C)O)CC=1C(=C(C(=O)NC(CO)O)C=C(C1)C)O 3'-[(4-benzyl-1,4,7-triazacyclodecane-1,7-diyl)bis(methylene)]bis[N-(1,2-dihydroxyethyl)-2-hydroxy-5-methylbenzamide]